O1COC2OC=C3C(=C21)OCO3 3aH-bis[1,3]dioxolo[4,5-b:4',5'-d]pyran